NC1=C(C2=C(S1)CC(CC2)(CCO)C#N)C(=O)OCC ethyl 2-amino-6-cyano-6-(2-hydroxyethyl)-4,5,6,7-tetrahydrobenzo[b]thiophene-3-carboxylate